ClP(=O)(OC1=CC=CC=C1)N[C@@H](CC1=CC=CC=C1)C(=O)OCCCCCCCCCC Decyl (chloro(phenoxy)phosphoryl)-L-phenylalaninate